ClC1=NC=CC2=C1SC=1N=C(N=C(C12)N1C[C@H]2CC[C@@H](C1)N2C(=O)OC(C)(C)C)OCC2(CCOCC2)C(F)(F)F tert-butyl (1R,5S)-3-(8-chloro-2-((4-(trifluoromethyl)tetrahydro-2H-pyran-4-yl)methoxy)pyrido[4',3':4,5]thieno[2,3-d]pyrimidin-4-yl)-3,8-diazabicyclo[3.2.1]octane-8-carboxylate